NC=1C2=C(S(C1N)C(=O)OCC)SC=C2C(=O)OCC diethyl 4,5-diamino-thieno[2,3-b]thiophene-3,6-dicarboxylate